FC(CN1N=CC=2C1=NC(=CN2)N2CCC1(CCNC1=O)CC2)F 8-(1-(2,2-difluoroethyl)-1H-pyrazolo[3,4-b]pyrazin-6-yl)-2,8-diazaspiro[4.5]decan-1-one